C(C(C)C)OC1N(C2=CC=CC=C2C=C1)C(=O)OCC(C)C 2-isobutoxy-1-isobutoxycarbonyl-1,2-dihydroquinoline